BrC1=C(C=C2C(=NC(=NC2=C1OC1CC1)OC1CN(CC1)C)N1CCN(CC1)C(=O)OC(C)(C)C)Cl tert-butyl 4-(7-bromo-6-chloro-8-cyclopropoxy-2-((1-methylpyrrolidin-3-yl)oxy)quinazolin-4-yl)piperazin-1-carboxylate